O=C1NC(CCC1N1C(C2=CC=CC(=C2C1=O)NCCOCCOCCOCCOCC(=O)O)=O)=O 2-[2-[2-[2-[2-[[2-(2,6-dioxo-3-piperidyl)-1,3-dioxo-isoindolin-4-yl]amino]ethoxy]ethoxy]ethoxy]ethoxy]acetic acid